methyl 2,2-bis(trifluoromethyl)-1,3-dioxole-4-carboxylate FC(C1(OC=C(O1)C(=O)OC)C(F)(F)F)(F)F